NC1=C(C=C(C=N1)NC(C(=O)N1C[C@@H](N(C[C@H]1C1=CC=C(C=C1)F)C(=O)OC(C)(C)C)C)=O)C1CC1 tert-butyl (2S,5R)-4-[2-[(6-amino-5-cyclopropyl-3-pyridyl)amino]-2-oxo-acetyl]-5-(4-fluorophenyl)-2-methyl-piperazine-1-carboxylate